FC=1C(=CC(=NC1)OC)C1=NC(=NN1)C(=O)N1CCC(CC1)C(=O)N 1-[5-(5-fluoro-2-methoxypyridin-4-yl)-1H-1,2,4-triazole-3-carbonyl]piperidine-4-carboxamide